C(C)N1N=C(C=C1I)OC 1-Ethyl-5-iodo-3-methoxy-1H-pyrazole